6-chloro-4,1':3',4''-terdibenzo[b,d]furan ClC1=CC=CC=2C3=C(OC21)C(=CC=C3)C3=CC(=CC=2OC1=C(C23)C=CC=C1)C1=CC=CC2=C1OC1=C2C=CC=C1